(3-(Phenoxymethyl)piperidin-1-yl)(5-(2-phenylpropan-2-yl)-1,3,4-oxadiazol-2-yl)methanone O(C1=CC=CC=C1)CC1CN(CCC1)C(=O)C=1OC(=NN1)C(C)(C)C1=CC=CC=C1